1-(3-Chloro-4-fluorophenyl)-3-(4-methoxyphenyl)-1-methyl-3-((6,7,8,9-tetrahydro-5H-[1,2,4]triazolo[4,3-a]azepin-3-yl)methyl)urea ClC=1C=C(C=CC1F)N(C(=O)N(CC1=NN=C2N1CCCCC2)C2=CC=C(C=C2)OC)C